FC1=C(C(=O)C=2C=C(NC2)C(=O)[O-])C=CC(=C1)F 4-(2,4-difluorobenzoyl)-1H-pyrrole-2-carboxylate